BrC=1C(=NC(=C(C#N)C1)Cl)CBr 5-bromo-6-(bromomethyl)-2-chloronicotinonitrile